O(C(=O)CCCCCCCCC)C(C)CCCC 2-hexyl caprate